CC=1C=C(C=NC1)CN1C(NC2=NC=C(C=C21)C2=CC(=C(C(=C2)F)F)F)=O 1-[(5-methyl-3-pyridinyl)methyl]-6-(3,4,5-trifluorophenyl)-3H-imidazo[4,5-b]pyridin-2-one